CN(C1=NC(=C(C=C1N)NC1=NC=C(C(=N1)C1=CN(C2=CC=CC=C12)C)Cl)OC(C)C)CCN(C)C N2-methyl-N2-[2-(dimethylamino)ethyl]-6-isopropyloxy-N5-[5-chloro-4-(1-methyl-1H-indol-3-yl)pyrimidin-2-yl]pyridin-2,3,5-triamine